CN1C=CC2=CC(=CC=C12)CCNCC(=O)O 2-{[2-(1-methyl-1H-indol-5-yl)ethyl]amino}acetic acid